2-chloro-N-(4-(2-(((1r,4r)-4-(dimethylamino)cyclohexyl)amino)-8-ethylquinazolin-6-yl)-2-fluorophenyl)benzenesulfonamide ClC1=C(C=CC=C1)S(=O)(=O)NC1=C(C=C(C=C1)C=1C=C2C=NC(=NC2=C(C1)CC)NC1CCC(CC1)N(C)C)F